FC=1CN2C(C=3C=NC(=NC3N2C=2C=CC=C(C(CCC1)(C)O)N2)SC)=O 12-fluoro-16-hydroxy-16-methyl-5-methylsulfanyl-2,4,6,10,21-pentazatetracyclo[15.3.1.02,10.03,8]henicosa-1(21),3(8),4,6,12,17,19-heptaen-9-one